Methyl-beta-naphthalenone CC1C(C=CC2=CC=CC=C12)=O